C(#N)\C(=C\C1=CC(=C(C(=C1)[N+](=O)[O-])O)O)\C=1C=[N+](C=CC1)[O-] (E)-3-(1-cyano-2-(3,4-dihydroxy-5-nitrophenyl)vinyl)pyridine 1-oxide